BrC1=CC(=C(C=C1F)NC(=O)N[C@@H](C)C=1N(N=CN1)C1=NC=CC=N1)OC(F)F 1-[4-bromo-2-(difluoromethoxy)-5-fluoro-phenyl]-3-[(1S)-1-(2-pyrimidin-2-yl-1,2,4-triazol-3-yl)ethyl]urea